5-(2-methylphenyl)-1,3,4-thiadiazol-2-amine CC1=C(C=CC=C1)C1=NN=C(S1)N